BrC1=NN(N=C1)C=1C(=NC=CC1Cl)C(C)NC(C1=CC(=CC(=C1)C(F)(F)F)C(F)(F)F)=O N-[1-[3-(4-bromotriazol-2-yl)-4-chloro-2-pyridyl]ethyl]-3,5-bis(trifluoromethyl)benzamide